[Kr]F Krypton fluorid